methyl (R)-3-(4-fluorophenyl)-2-hydroxypropanoate FC1=CC=C(C=C1)C[C@H](C(=O)OC)O